5-(chloromethyl)-2-methylpyrimidine ClCC=1C=NC(=NC1)C